O=C1NC(CCC1C1=CC=C(C=C1)C#CC1CCN(CC1)C1CCN(CC1)C(=O)OC(C)(C)C)=O tert-butyl 4-((4-(2,6-dioxopiperidin-3-yl)phenyl)ethynyl)-[1,4'-bipiperidine]-1'-carboxylate